tert-butyl 4-[2-[4-(4,4,5,5-tetramethyl-1,3,2-dioxaborolan-2-yl)pyrazol-1-yl]acetyl]piperazine-1-carboxylate CC1(OB(OC1(C)C)C=1C=NN(C1)CC(=O)N1CCN(CC1)C(=O)OC(C)(C)C)C